FS(=O)(=O)OC=1C=C(C=CC1)NC(=O)C=1C=CC2=C(NC(C(S2)C)=O)C1 N-[3-[(fluorosulfonyl)oxy]phenyl]-3,4-dihydro-2-methyl-3-oxo-2H-1,4-benzothiazine-6-carboxamide